COC(=O)C1=CC(N(C=C1C#N)C1CCC1)=O 5-Cyano-1-cyclobutyl-2-oxo-1,2-dihydropyridine-4-carboxylic acid methyl ester